NCC1=CC(=CC(=N1)N1C2CN(CC1CC2)C(=O)C2=C(C=C(C=C2)F)Cl)S(=O)(=O)N2CCN(CC2)CCC2=CC=C(C=C2)Cl [8-[6-(aminomethyl)-4-[4-[2-(4-chlorophenyl)ethyl]piperazin-1-yl]sulfonyl-2-pyridyl]-3,8-diazabicyclo[3.2.1]octan-3-yl]-(2-chloro-4-fluoro-phenyl)methanone